4-bromo-N,N-diphenyl-aniline BrC1=CC=C(N(C2=CC=CC=C2)C2=CC=CC=C2)C=C1